2-(naphthalen-1-yl)-N1,N3-diphenylbenzene-1,3-diamine C1(=CC=CC2=CC=CC=C12)C1=C(C=CC=C1NC1=CC=CC=C1)NC1=CC=CC=C1